NC=1C2=C(N=CN1)N(C(=C2C2=CC=C(C=C2)OC2=NC(=CC=C2)C)N2CC(CC2)O)C (4-amino-7-methyl-5-(4-((6-methylpyridin-2-yl)oxy)phenyl)-7H-pyrrolo[2,3-d]pyrimidin-6-yl)pyrrolidin-3-ol